[(4S)-1-[(R)-[3-[[(4S)-chroman-4-yl]carbamoyl]phenyl]-phenyl-methyl]-4-isopropyl-4-methyl-6-oxo-hexahydropyrimidin-2-ylidene]ammonium O1CC[C@@H](C2=CC=CC=C12)NC(=O)C=1C=C(C=CC1)[C@H](N1C(N[C@](CC1=O)(C)C(C)C)=[NH2+])C1=CC=CC=C1